4-(4-methoxyphenyl)-4-(5-methylfuran-2-yl)oxepane COC1=CC=C(C=C1)C1(CCOCCC1)C=1OC(=CC1)C